N,N'-bis{3,5-bis(tricyclo[5.2.1.02,6]decan-8-yl)phenyl}-N,N'-bis(3,5-di-tert-butylphenyl)-2-phenylanthracene-9,10-diamine C12C3CCCC3C(C(C1)C=1C=C(C=C(C1)C1C3C4CCCC4C(C1)C3)N(C=3C1=CC=CC=C1C(=C1C=CC(=CC31)C3=CC=CC=C3)N(C3=CC(=CC(=C3)C(C)(C)C)C(C)(C)C)C3=CC(=CC(=C3)C3C1C4CCCC4C(C3)C1)C1C3C4CCCC4C(C1)C3)C3=CC(=CC(=C3)C(C)(C)C)C(C)(C)C)C2